CN(C(C(=C)C)=O)C1=C(C=C(C=C1)F)C#N N-methyl-N-(2-cyano-4-fluorophenyl)-methacrylamide